P(=O)(O)(O)O.FC1=C(C=CC(=C1)F)S(=O)(=O)NC=1C(=NC=C(C1)C=1C=C2C(=NC=NC2=CC1)N1CCN(CC1)C(\C=C\C(C)=O)=O)OC (E)-2,4-difluoro-N-(2-methoxy-5-(4-(4-(4-oxopent-2-enoyl)piperazine-1-yl)quinazolin-6-yl)pyridin-3-yl)benzenesulfonamide phosphate